C(C)OC(C(C)(C)OC1=C(C=C(C=C1C)CN1C2(CCC2)CN(C1=O)C1=CC=C(C=C1)C(F)(F)F)C)=O 2-(2,6-dimethyl-4-((6-oxo-7-(4-(trifluoromethyl)phenyl)-5,7-diazaspiro[3.4]octan-5-yl)methyl)phenoxy)2-methylpropanoic acid ethyl ester